4-(6-chloro-4-oxo-3,4-dihydropyrido[3,4-d]pyrimidin-2-yl)-4-fluoropiperidine-1-carboxylic acid tert-butyl ester C(C)(C)(C)OC(=O)N1CCC(CC1)(F)C=1NC(C2=C(N1)C=NC(=C2)Cl)=O